N-(3-fluoro-4-((3-(((2-oxopiperidin-4-yl)methyl)amino)-1H-pyrazolo[3,4-b]pyridin-4-yl)oxy)phenyl)-2-(4-fluorophenyl)-3-oxo-2,3-dihydropyridazine-4-carboxamide FC=1C=C(C=CC1OC1=C2C(=NC=C1)NN=C2NCC2CC(NCC2)=O)NC(=O)C=2C(N(N=CC2)C2=CC=C(C=C2)F)=O